N-(2-{4-[(6-Oxo-5-phenyl-1,6-dihydropyridazin-1-yl)methyl]piperidin-1-yl}ethyl)acetamid Hydrochlorid Cl.O=C1C(=CC=NN1CC1CCN(CC1)CCNC(C)=O)C1=CC=CC=C1